CC1=C(C=C(C=C1)NC(=O)N1C[C@@H](CC1)CC(F)(F)F)C1=CC(=NC(=C1)N1CCOCC1)C=1N(N=CC1)C (3S)-N-[4-methyl-3-[2-(2-methylpyrazol-3-yl)-6-(morpholin-4-yl)pyridin-4-yl]phenyl]-3-(2,2,2-trifluoroethyl)pyrrolidine-1-carboxamide